4-carbamoylphenyl 2-(4-oxo-phenyl)-phenylpropionate O=C1CC=C(C=C1)C1=C(C=CC=C1)C(C(=O)OC1=CC=C(C=C1)C(N)=O)C